2-Chloro-N-(2-((4,4-difluorocyclohexyl)amino)-2-oxo-1-(pyrimidin-5-yl)ethyl)-2-fluoro-N-(4-(isoxazol-5-yl)phenyl)acetamide ClC(C(=O)N(C1=CC=C(C=C1)C1=CC=NO1)C(C(=O)NC1CCC(CC1)(F)F)C=1C=NC=NC1)F